(4-ethylpiperazin-1-yl)methyl-2-aminopyridine C(C)N1CCN(CC1)CC=1C(=NC=CC1)N